ClC=1C=CC(=C(C1)S(=O)(=O)O)O 5-chloro-2-hydroxybenzene-1-sulfonic acid